(5-isocyanato-2-methylphenyl)methyl-Benzene N(=C=O)C=1C=CC(=C(C1)CC1=CC=CC=C1)C